C1=CN=C2C=3C(=NC=NC13)N1C(CCO2)C2CCC(C1)N2C(=O)[O-] 5,6,6a,7,8,9,10,11-octahydro-4-oxa-3,11a,12,14,15-pentaaza-7,10-methanocyclohepta[4,5]cycloocta[1,2,3-de]naphthalen-15-carboxylate